N-(4-Methoxyphenyl)-3-(pyridin-3-yl)-3a,4,5,6,7,7a-hexahydro-4,7-methanobenzo[d]isoxazole-7a-carboxamide COC1=CC=C(C=C1)NC(=O)C12C(C(=NO1)C=1C=NC=CC1)C1CCC2C1